dimethylsilylbis(2-methyl-4-ethyl-indenyl)titanium dichloride [Cl-].[Cl-].C[SiH](C)[Ti+2](C1C(=CC2=C(C=CC=C12)CC)C)C1C(=CC2=C(C=CC=C12)CC)C